C(C)(C)(C)OC(=O)N1CC(CCC1)CC(=O)O [1-(tert-butoxycarbonyl)piperidin-3-yl]acetic acid